BrC1=CC=C(N=N1)N1CC2(CCN(C2)C(=O)OC(C)(C)C)CC1 tert-butyl 7-(6-bromopyridazin-3-yl)-2,7-diazaspiro[4.4]nonane-2-carboxylate